N-((1-((3',5'-dichloro-5-(((4-(piperazin-1-yl)phenyl)amino)methyl)-[1,1'-biphenyl]-3-yl)methyl)piperidin-4-yl)methyl)-7-nitrobenzo[c][1,2,5]oxadiazol-4-amine ClC=1C=C(C=C(C1)Cl)C1=CC(=CC(=C1)CNC1=CC=C(C=C1)N1CCNCC1)CN1CCC(CC1)CNC1=CC=C(C2=NON=C21)[N+](=O)[O-]